3,3',5,5'-tetramethylbenzidine dihydrochloride Cl.Cl.CC=1C=C(C=C(C1N)C)C1=CC(=C(N)C(=C1)C)C